N-[3-(methyldiethylammonio)propyl]acrylamide chloride [Cl-].C[N+](CCCNC(C=C)=O)(CC)CC